(2R,5S)-tert-butyl 5-methyl-2-(3-((1-methylpiperidin-4-yl)oxy)phenyl)piperidine-1-carboxylate C[C@H]1CC[C@@H](N(C1)C(=O)OC(C)(C)C)C1=CC(=CC=C1)OC1CCN(CC1)C